C(#N)[C@H](CC1=C(C=C(C=C1)C=1C=NN(C1)CC)F)NC(=O)[C@H]1OCCCN(C1)C(=O)OC(C)(C)C (S)-tert-butyl 2-(((S)-1-cyano-2-(4-(1-ethyl-1H-pyrazol-4-yl)-2-fluorophenyl)ethyl)carbamoyl)-1,4-oxazepane-4-carboxylate